4-(5-chloro-2-(4-fluoro-2-methylphenoxy)-4-(trifluoromethyl)-benzoylamino)pyridine (3R,4R)-tert-butyl-3-azido-4-(4-(trifluoromethyl)benzyloxy)-pyrrolidine-1-carboxylate C(C)(C)(C)OC(=O)N1C[C@H]([C@@H](C1)OCC1=CC=C(C=C1)C(F)(F)F)N=[N+]=[N-].ClC=1C(=CC(=C(C(=O)NC2=CC=NC=C2)C1)OC1=C(C=C(C=C1)F)C)C(F)(F)F